2-(3,5-dichlorophenyl)-N-(2-hydroxyethyl)-N-methylbenzo[d]oxazole-6-carboxamide ClC=1C=C(C=C(C1)Cl)C=1OC2=C(N1)C=CC(=C2)C(=O)N(C)CCO